C(C=C)N1N(C2=NC(=NC=C2C1=O)NC=1C=C2CN(CC2=CC1)CC)C1=NC(=CC=C1)C(C)(C)O 2-allyl-6-((2-ethyldihydro-isoindol-5-yl)amino)-1-(6-(2-hydroxypropan-2-yl)pyridin-2-yl)-1H-pyrazolo[3,4-d]pyrimidin-3(2H)-one